N-[1-(5-bromopyridin-2-yl)ethyl]carboxamide BrC=1C=CC(=NC1)C(C)NC=O